FC(N1N=C(N=C1)C1=C(C=NC(=C1)C1=CC=C(C=C1)F)CNC(OC(C)(C)C)=O)F tert-butyl (4-(1-(difluoromethyl)-1H-1,2,4-triazol-3-yl)-6-(4-fluorophenyl)pyridin-3-yl)methylcarbamate